Tert-butyl 4-(5-(2-fluoro-4-nitrophenoxy)-1-methyl-1H-indazol-6-yl)-1H-pyrazole-1-carboxylate FC1=C(OC=2C=C3C=NN(C3=CC2C=2C=NN(C2)C(=O)OC(C)(C)C)C)C=CC(=C1)[N+](=O)[O-]